COC1=CC=C(CN(S(=O)(=O)C2=C(C=CC(=C2C2=NN=NN2CC2=CC=C(C=C2)OC)I)S(=O)(=O)N[C@H](CNC(OC(C)(C)C)=O)C)CC2=CC=C(C=C2)OC)C=C1 tert-butyl (S)-(2-((2-(N,N-bis(4-methoxybenzyl)sulfamoyl)-4-iodo-3-(1-(4-methoxybenzyl)-1H-tetrazol-5-yl)phenyl)sulfonamido)propyl)carbamate